BrC(C(=O)NC=1SC2=C(N1)C=C1CCCC1=C2)C 2-bromo-N-(6,7-dihydro-5H-indeno[5,6-d]thiazol-2-yl)propanamide